COCCOC=1C=C2C(=NNC2=CC1)C1=NC=CC(=N1)N1N=CC(=C1)CCO 2-(1-{2-[5-(2-methoxyethoxy)-1H-indazol-3-yl]pyrimidin-4-yl}-1H-pyrazol-4-yl)Ethan-1-ol